4-(3-Chloro-2-fluoro-6-methoxyphenyl)-N-(5-(((R)-2-hydroxypropyl)thio)-1,3,4-thiadiazol-2-yl)-6-methylnicotinamide ClC=1C(=C(C(=CC1)OC)C1=CC(=NC=C1C(=O)NC=1SC(=NN1)SC[C@@H](C)O)C)F